5,5-dimethyl-1-((1-methyl-4-oxocyclohexyl)methyl)-3-((2-(trimethylsilyl)ethoxy)methyl)imidazolidine-2,4-dione CC1(C(N(C(N1CC1(CCC(CC1)=O)C)=O)COCC[Si](C)(C)C)=O)C